FC(C(=O)NC)(C1=CC=C(C=C1)/C(/N)=N/O)F 2,2-difluoro-2-[4-[(Z)-N'-hydroxycarbamimidoyl]phenyl]-N-methylacetamide